BrC=1C=C2C(=CN(C2=CC1)S(=O)(=O)C1=CC=C(C)C=C1)CO (5-bromo-1-tosyl-1H-indol-3-yl)methanol